N-(4-methyl-3-pyridin-2-ylphenyl)-3-(trifluoromethoxy)cyclobutane-1-carboxamide CC1=C(C=C(C=C1)NC(=O)C1CC(C1)OC(F)(F)F)C1=NC=CC=C1